C[C@H]1CC[C@@H](N(C1)C(C(=O)OCC(F)(F)F)=O)[C@@H]1COCCC1 |&1:17| 2,2,2-trifluoroethyl 2-((2R,5S)-5-methyl-2-(rac-(R)-tetrahydro-2H-pyran-3-yl)piperidin-1-yl)-2-oxoacetate